2'-amino-5-chloro-N-(5-chloro-6-(2H-1,2,3-triazol-2-yl)pyridin-3-yl)-2-(trifluoromethyl)-[1,1'-biphenyl]-4-carboxamide NC1=C(C=CC=C1)C1=C(C=C(C(=C1)Cl)C(=O)NC=1C=NC(=C(C1)Cl)N1N=CC=N1)C(F)(F)F